4-hydroxy-3-methoxy-4-phenyl-3,4-dihydroquinoline OC1(C(C=NC2=CC=CC=C12)OC)C1=CC=CC=C1